BrC1=C(C=C(OCCC(C)C2CCN(CC2)C(=O)OC(C)(C)C)C=C1)C tert-butyl 4-[3-(4-bromo-3-methyl-phenoxy)-1-methyl-propyl]piperidine-1-carboxylate